6-((3R,4S)-3-aminotetrahydro-2H-pyran-4-yl)-2-chloro-7-ethynyl-N-(furan-2-ylmethyl)thieno[3,2-d]pyrimidin-4-amine N[C@H]1COCC[C@@H]1C1=C(C=2N=C(N=C(C2S1)NCC=1OC=CC1)Cl)C#C